4-(7-methyl-5,8-dihydrooxepino[3,2-f]benzofuran-2-yl)phenol CC1=CCC=2C(=CC3=C(C=C(O3)C3=CC=C(C=C3)O)C2)OC1